[Ce].[Ti] Titanium-Cerium